8-chloro-3-(cyclopropylmethyl)-7-(4-(2-(difluoromethoxy)-3,6-difluorophenyl)piperidin-1-yl)-[1,2,4]triazolo[4,3-b]pyridazine ClC=1C=2N(N=CC1N1CCC(CC1)C1=C(C(=CC=C1F)F)OC(F)F)C(=NN2)CC2CC2